C(C=C)(=O)N1C(CN(CC1)C1=NC(=NC=2CC(CCC12)N1CCCC2=CC=CC=C12)OCCN(C)C)CC#N 2-(1-acryloyl-4-(7-(3,4-dihydroquinolin-1(2H)-yl)-2-(2-(dimethylamino)ethoxy)-5,6,7,8-tetrahydroquinazolin-4-yl)piperazin-2-yl)acetonitrile